[N+](=O)([O-])C(CCC(=O)OC)CCCCCCCCCCCCC(=O)OC dimethyl 4-nitro-heptadecanedioate